C1(=CC=CC=C1)N1N=C(C(=C1)C(=O)C1=CC=C(C=C1)Cl)C(=O)C1=CC=C(C=C1)Cl (1-phenyl-1H-pyrazole-3,4-diyl)bis((4-chlorophenyl)methanone)